3-(3,4-diamino-2-fluorobenzyl)pyrrolidin-2-one NC=1C(=C(CC2C(NCC2)=O)C=CC1N)F